C(C)OC(=O)C(CCC1=CC=C(C=C1)CCC(C(=O)OCC)(C)C)(C)C ethyl 4-[4-(3-ethoxycarbonyl-3-methylbutyl)-phenyl]-2,2-dimethylbutyrate